(3-cyano-5-methylthiophene-2-yl)carbamic acid tert-butyl ester C(C)(C)(C)OC(NC=1SC(=CC1C#N)C)=O